N[C@](C(=O)O)(CC1=C(C=C(C(=C1)Cl)B(O)O)F)C (S)-2-amino-3-(4-dihydroxyboryl-5-chloro-2-fluorophenyl)-2-methylpropanoic acid